BrC=1C=C2C=CN(C(C2=CC1F)=O)CCC[C@H](C1CC1)NC(OC(C)(C)C)=O tert-butyl N-[(1R)-4-(6-bromo-7-fluoro-1-oxo-2-isoquinolyl)-1-cyclopropyl-butyl]carbamate